tert-butyl 6-{[3-(2,4-dioxo-1,3-diazinan-1-yl)-1-methyl-1H-indazol-6-yl]methyl}-2,6-diazaspiro[3.3]heptan-2-carboxylate O=C1N(CCC(N1)=O)C1=NN(C2=CC(=CC=C12)CN1CC2(CN(C2)C(=O)OC(C)(C)C)C1)C